natrium sulfate S(=O)(=O)([O-])[O-].[Na+].[Na+]